2-(4-(4-Bromophenyl)piperazin-1-yl)ethan-1-amine BrC1=CC=C(C=C1)N1CCN(CC1)CCN